N-p-chlorobenzoyl-γ-aminobutyric acid ClC1=CC=C(C(=O)NCCCC(=O)O)C=C1